methyl (E)-3-(5-nitrobenzo[b]thiophen-3-yl)acrylate [N+](=O)([O-])C1=CC2=C(SC=C2/C=C/C(=O)OC)C=C1